COC(=O)C1=CC=C(C=C1)C(=O)OC.NCCCC[Si](OCC)(OCC)C δ-aminobutyl-(methyl)diethoxysilane dimethyl-benzene-1,4-dicarboxylate